(tert-Butoxycarbonyl)-5,6,7,8-tetrahydro-1,7-naphthyridine-2-carboxylic acid C(C)(C)(C)OC(=O)C=1C(=NC=2CNCCC2C1)C(=O)O